(4-((tert-butyldiphenylsilyl)oxy)phenyl)-2-iodo-1-methyl-1H-imidazole [Si](C1=CC=CC=C1)(C1=CC=CC=C1)(C(C)(C)C)OC1=CC=C(C=C1)C=1N=C(N(C1)C)I